2-[(3S)-tetrahydrofuran-3-yl]quinoline-6-carbaldehyde O1C[C@@H](CC1)C1=NC2=CC=C(C=C2C=C1)C=O